O=C1NC(CCC1N1C(C2=C(C=C(C=C2C1)CN1CCC(CC1)C1=CC=C(C=C1)N1N=C2C(=CC=CC2=C1)C(=O)N)F)=O)=O 2-(4-(1-((2-(2,6-dioxopiperidin-3-yl)-7-fluoro-1-oxoisoindolin-5-yl)methyl)piperidin-4-yl)phenyl)-2H-indazole-7-carboxamide